1-(4-(5-(2,6-Dimethylpyridin-4-yl)-6-isopropyl-4H-pyrrolo[3,2-d]thiazol-2-yl)piperidin-1-yl)-2-methylpropan-2-ol CC1=NC(=CC(=C1)C1=C(C=2N=C(SC2N1)C1CCN(CC1)CC(C)(O)C)C(C)C)C